butyric acid 3-(2-acetamido ethyl)-1H-indol-6-yl ester C(C)(=O)NCCC1=CNC2=CC(=CC=C12)OC(CCC)=O